ClC=1C=CC(=C(CN(C2C[C@@H]3[C@@H](CN(C3)C(=O)N3N=C(C=C3)NS(=O)(=O)C)C2)C)C1)C(F)(F)F N-(1-((3aR,5r,6aS)-5-((5-Chloro-2-(trifluoromethyl)benzyl)(methyl)amino)octahydrocyclopenta[c]pyrrole-2-carbonyl)-1H-pyrazol-3-yl)methanesulfonamide